(1S,2R)-2-{[(2-{3-[(1r,3s)-3-methyl-1-(4-methyl-1,2,4-triazol-3-yl)cyclobutyl]Phenyl}-7-(trifluoromethyl)-1,3-benzooxazol-5-yl)methyl]Amino}cyclopentane-1-ol CC1CC(C1)(C1=NN=CN1C)C=1C=C(C=CC1)C=1OC2=C(N1)C=C(C=C2C(F)(F)F)CN[C@H]2[C@H](CCC2)O